(S)-N-(2-Amino-1-(3-chloro-5-fluorophenyl)ethyl)-1-(5-methyl-2-((tetrahydro-2H-pyran-4-yl)amino)pyrimidin-4-yl)-1H-imidazole-4-carboxamide mandelate C(C(O)C1=CC=CC=C1)(=O)O.NC[C@H](C1=CC(=CC(=C1)F)Cl)NC(=O)C=1N=CN(C1)C1=NC(=NC=C1C)NC1CCOCC1